(R)-5-(3-(cyclopropylamino)pyrrolidin-1-yl)-N-(8-fluoro-2-methylimidazo[1,2-a]pyridin-6-yl)pyrazine-2-carboxamide C1(CC1)N[C@H]1CN(CC1)C=1N=CC(=NC1)C(=O)NC=1C=C(C=2N(C1)C=C(N2)C)F